benzo(a)anthracene-7,12-dione C1=CC=CC=2C1=C1C(C3=CC=CC=C3C(C1=CC2)=O)=O